OCCN1C=C(C(=C1C1=C(C=CC=C1)C(F)(F)F)C)C(=O)O 1-(2-hydroxyethyl)-4-methyl-5-[2-(trifluoromethyl)phenyl]-1H-pyrrole-3-carboxylic acid